[SiH3][SiH]([SiH2][SiH3])[SiH2][SiH3] 3-silylpentasilane